N-(4-cyano-2-fluoro-phenyl)-5-(4-fluorophenyl)-1H-pyrrole-3-sulfonamide C(#N)C1=CC(=C(C=C1)NS(=O)(=O)C1=CNC(=C1)C1=CC=C(C=C1)F)F